C1C(C(=O)N(C1=O)OC(=O)CCCCCCC(=O)ON2C(=O)CC(C2=O)S(=O)(=O)O)S(=O)(=O)O bis(sulfosuccinimidyl)suberate